C1(=C(C=CC=C1)C1=C(C2=CC=CC=C2C=C1)C1=CC=CC=2C3=CC=C4C=CC=CC4=C3C=CC12)C1=CC=CC=C1 (biphenylylnaphthalenyl)chrysene